ethyl ((S)-2-cyclopropyl-2-(2-(((trans)-4-(2-fluoro-5-methoxyphenyl)cyclohexyl)methoxy)pyridin-4-yl)ethyl)(methyl)phosphinate C1(CC1)[C@H](CP(OCC)(=O)C)C1=CC(=NC=C1)OC[C@@H]1CC[C@H](CC1)C1=C(C=CC(=C1)OC)F